N=1C=2N3C(N=CC2NC1)=NN=C3 [1,2,4]triazolo[3,4-b]purine